tert-butyl 4-[[5-fluoro-4-[3-(2-oxo-1-piperidyl)phenyl]pyrimidin-2-yl]amino]piperidine-1-carboxylate FC=1C(=NC(=NC1)NC1CCN(CC1)C(=O)OC(C)(C)C)C1=CC(=CC=C1)N1C(CCCC1)=O